methylenehydroxylamine hydrochloride Cl.C=NO